6-(3-Bromo-4-fluorophenyl)-1-((6-fluoropyridin-3-yl)methyl)-1H-pyrazolo[4,3-b]pyridine BrC=1C=C(C=CC1F)C=1C=C2C(=NC1)C=NN2CC=2C=NC(=CC2)F